(5S,8R)-3-(tert-butylamino)-N-(3,4-dichlorophenyl)-6,7,8,9-tetrahydro-5H-5,8-epimino-cyclohepta[c]pyridine-10-carboxamide C(C)(C)(C)NC1=CC2=C(C=N1)C[C@H]1CC[C@@H]2N1C(=O)NC1=CC(=C(C=C1)Cl)Cl